(1r,3r)-3-((5-(trifluoromethyl)pyridin-3-yl)oxy)cyclobutane-1-amine hydrochloride Cl.FC(C=1C=C(C=NC1)OC1CC(C1)N)(F)F